tert-butyl (3s)-4-((3s)-10-chloro-11-(2,4-difluorophenyl)-3-methoxy-6-oxo-3,4-dihydro-2H,6H-[1,4]thiazepino[2,3,4-ij]quinazolin-8-yl)-3-methylpiperazine-1-carboxylate ClC=1C=C2C(=NC(N3C2=C(C1C1=C(C=C(C=C1)F)F)SC[C@H](C3)OC)=O)N3[C@H](CN(CC3)C(=O)OC(C)(C)C)C